6-chloro-1-(4-methoxybenzyl)-3-(trifluoromethyl)-1H-pyrazolo[3,4-b]pyrazine ClC1=CN=C2C(=N1)N(N=C2C(F)(F)F)CC2=CC=C(C=C2)OC